2-methyl-6-(3-methyl-1-benzofuran-5-yl)-N-[(1S)-1-[3-(2H-1,2,3-triazol-2-yl)phenyl]ethyl]pyrimidin CC1N(C(=CC=N1)C=1C=CC2=C(C(=CO2)C)C1)[C@@H](C)C1=CC(=CC=C1)N1N=CC=N1